tert-butyl ((1s,4s)-4-((4-(3-ethoxypropyl)phenyl)amino)cyclohexyl)carbamate C(C)OCCCC1=CC=C(C=C1)NC1CCC(CC1)NC(OC(C)(C)C)=O